BrC1=C(C=CC(=C1)C)NC/C=C/CO (E)-4-((2-bromo-4-methylphenyl)amino)but-2-en-1-ol